tert-Butyl 7-[8-(tert-butoxycarbonylamino)-7-fluoro-3-[(1-methylpyrrolidin-3-yl)oxycarbonylamino]-6-isoquinolyl]-8-methyl-2,3-dihydropyrido[2,3-b][1,4]oxazine-1-carboxylate C(C)(C)(C)OC(=O)NC=1C(=C(C=C2C=C(N=CC12)NC(=O)OC1CN(CC1)C)C1=C(C2=C(OCCN2C(=O)OC(C)(C)C)N=C1)C)F